C(C)(C)(C)OC(=O)N1CCC(CC1)(C1=C(C=CC=C1)I)C#N 4-cyano-4-(2-iodophenyl)piperidine-1-carboxylic acid tert-butyl ester